2-[(5-{7-oxa-2-azaspiro[3.5]nonan-2-yl}-1-oxo-1,2-dihydro-2,7-naphthyridin-2-yl)methyl]imidazo[1,2-a]pyridine-6-carbaldehyde C1N(CC12CCOCC2)C2=C1C=CN(C(C1=CN=C2)=O)CC=2N=C1N(C=C(C=C1)C=O)C2